tert-butyl (R)-2-((2-cyclopropylpyrimidin-5-yl)carbamoyl)piperidine-1-carboxylate C1(CC1)C1=NC=C(C=N1)NC(=O)[C@@H]1N(CCCC1)C(=O)OC(C)(C)C